[GeH](=O)[O-].[Ga+3].[GeH](=O)[O-].[GeH](=O)[O-] gallium germanate